C(C)OP(=O)(OCC)C(C(=O)OC(C)(C)C)CC(NCC(CCCCCCCC)=O)=O tert-butyl 2-(diethoxyphosphoryl)-4-oxo-4-((2-oxodecyl)amino)butanoate